5-chloro-2-methyl-[1,4]benzooxazol ClC=1C=CC2=C(C=C(O2)C)N1